C(=C)SC=1SC2=C(N1)C=CC(=C2)SC 2-vinylthio-6-methylthiobenzothiazole